COC1=CC=C(C=C1)C(NC(=O)C=1C(NC(=CC1)C(F)(F)F)=O)C1=CC=C(C=C1)C N-((4-methoxyphenyl)(p-tolyl)methyl)-2-oxo-6-(trifluoromethyl)-1,2-dihydropyridine-3-carboxamide